[4,4-dimethyl-1-(2H-tetraazol-5-yl)pentyl](6-methoxy-4-quinazolinyl)amine CC(CCC(C=1N=NNN1)NC1=NC=NC2=CC=C(C=C12)OC)(C)C